N1-(2-{2-[2-(2-aminoethoxy)ethoxy]ethoxy}ethyl)-N4-[4-({2-[(2S)-2-cyano-4,4-difluoropyrrolidin-1-yl]-2-oxoethyl}carbamoyl)quinolin-8-yl]butanediamide NCCOCCOCCOCCNC(CCC(=O)NC=1C=CC=C2C(=CC=NC12)C(NCC(=O)N1[C@@H](CC(C1)(F)F)C#N)=O)=O